FC1=C(C=CC=C1F)SC=1N=CC(=NC1)N1CCC2([C@@H](C=3N(N=CC3)C2)N)CC1 (S)-1-(5-((2,3-difluorophenyl)thio)pyrazin-2-yl)-4'H,6'H-spiro[piperidine-4,5'-pyrrolo[1,2-b]pyrazol]-4'-amine